diphenyl-benzoxazole tert-butyl-6-(4,4,5,5-tetramethyl-1,3,2-dioxaborolan-2-yl)-3,4-dihydropyridine-1(2H)-carboxylate C(C)(C)(C)OC(=O)N1CCCC=C1B1OC(C(O1)(C)C)(C)C.C1(=CC=CC=C1)C1=CC=CC2=C1N=C(O2)C2=CC=CC=C2